ClC1=NC=C(C(=N1)NC1=CC2=C(N(C(N2CCC(CCO)(C)O)=O)C)C=C1)Cl 5-((2,5-Dichloropyrimidin-4-yl)amino)-3-(3,5-dihydroxy-3-methylpentyl)-1-methyl-1,3-dihydro-2H-benzo[d]imidazol-2-one